1-methyl-5-(4,4,5,5-tetramethyl-1,3,2-diOxaborol-2-yl)pyridin-2(1H)-one CN1C(C=CC(=C1)B1OC(C(O1)(C)C)(C)C)=O